tert-butyl-[1-(2,6-difluorophenyl)but-3-enoxy]-dimethyl-silane C(C)(C)(C)[Si](C)(C)OC(CC=C)C1=C(C=CC=C1F)F